COC1=C(C(=O)NS(N(C)C)(=O)=O)C=CC(=C1)C1=NC(=CN=C1)C=1SC=C(C1)NC(CCCC)=O 2-methoxy-4-(6-(4-pentanamidothiophen-2-yl)pyrazin-2-yl)-N-(N,N-dimethylsulfamoyl)benzamide